Hafnium oxide iron [Fe+2].[O-2].[Hf+4].[O-2].[O-2]